N(=[N+]=[N-])C1(COC1)C1=CC=C(C=C1)N1C[C@@H](CCC1)N(C(OC(C)(C)C)=O)CC1CCC1 tert-butyl (R)-(1-(4-(3-azidooxetan-3-yl)phenyl)piperidin-3-yl)(cyclobutylmethyl)carbamate